[Si](C)(C)(C(C)(C)C)OCC1(CC1)COC=1N=C(C2=C(N1)C(=C(N=C2)Cl)F)N2C[C@](CCC2)(C)OC (R)-2-((1-(((tert-butyldimethylsilyl)oxy)methyl)cyclopropyl)methoxy)-7-chloro-8-fluoro-4-(3-methoxy-3-methylpiperidin-1-yl)pyrido[4,3-d]pyrimidine